(R)-2-Methyl-N-[(1R)-1-[3-methyl-5-(4,4,5,5-tetramethyl-1,3,2-dioxaborolan-2-yl)phenyl]ethyl]propane-2-sulfinamide CC(C)(C)[S@@](=O)N[C@H](C)C1=CC(=CC(=C1)B1OC(C(O1)(C)C)(C)C)C